N[C@H](C(=O)OCCCC)C (S)-butyl 2-aminopropanoate